C1N(CC12CCNCC2)C2=NC=NC1=CC=C(C=C21)CC(F)(F)F 4-(2,7-diazaspiro[3.5]nonan-2-yl)-6-(2,2,2-trifluoroethyl)quinazoline